SC=1C(=C2C(=C(C3=C(C(=C4C(=C(C5=CC=C6C=CC1C1=C2C3=C4C5=C16)Br)Br)Br)Br)[Si](Cl)(Cl)Cl)[Si](Cl)(Cl)Cl)S dimercapto-bis(trichlorosilyl)tetrabromocoronene